N3,N3,N5-trimethyl-N5-(tetrahydro-2H-pyran-4-yl)-1H-indazole-3,5-diamine CN(C1=NNC2=CC=C(C=C12)N(C1CCOCC1)C)C